COC1=CC=C(C=C1)C(C(NC1=CC=C(C=C1)[Si](C)(C)C)=O)NC(C(C)N1C(CCC1)=O)=O N-(1-(4-methoxyphenyl)-2-oxo-2-((4-(trimethylsilyl)phenyl)amino)ethyl)-2-(2-oxopyrrolidin-1-yl)propanamide